C1(CC1)C1=NC=CC(=N1)C(=O)NC=1C(=C(C=2N(C1)C=C(N2)C2CCNCC2)F)C(C)(C)O 2-cyclopropyl-N-(8-fluoro-7-(2-hydroxypropane-2-yl)-2-(piperidin-4-yl)imidazo[1,2-a]pyridin-6-yl)pyrimidine-4-carboxamide